5-(3-fluorophenyl)-6-methyl-2-methylsulfanyl-thiazolo[4,5-b]pyridine FC=1C=C(C=CC1)C1=C(C=C2C(=N1)N=C(S2)SC)C